NCC1CCC(CC1)C(=O)N[C@@H](CC1=CC(=C(C=C1)OC)OC)C(=O)NCCCC[C@H](NC(N[C@@H](CCC(=O)O)C(=O)O)=O)C(=O)O N6-{N-[(1r,4S)-4-(aminomethyl)cyclohexane-1-carbonyl]-3-methoxy-O-methyl-L-tyrosyl}-N2-{[(1S)-1,3-dicarboxypropyl]carbamoyl}-L-lysine